(3S)-3-(4-iodophenoxy)pyrrolidine hydrochloride Cl.IC1=CC=C(O[C@@H]2CNCC2)C=C1